2-[[7-Acetamido-2-(furan-2-yl)-6-[4-[(E)-3-phenylprop-2-enoyl]phenoxy]-4,4a,6,7,8,8a-hexahydropyrano[3,2-d][1,3]dioxin-8-yl]oxy]propanoic acid C(C)(=O)NC1C(C2OC(OCC2OC1OC1=CC=C(C=C1)C(\C=C\C1=CC=CC=C1)=O)C=1OC=CC1)OC(C(=O)O)C